chloroedetate ClC(N(CC(=O)[O-])CC(=O)[O-])CN(CC(=O)[O-])CC(=O)[O-]